7-(4-(4-chlorophenoxy)piperidin-1-yl)-8,9-dimethyl-4H-pyrimido[1,2-b]pyridazin-4-one ClC1=CC=C(OC2CCN(CC2)C=2C(=C(C=3N(N2)C(C=CN3)=O)C)C)C=C1